C1(CC1)C=1C=NC2=CC=C(C=C2N1)C(C)N1C[C@@H](N(C[C@H]1C)C=1C=2C(N(C(C1)=O)C)=CN(N2)CC#N)C 2-(7-((2s,5r)-4-(1-(3-cyclopropylquinoxalin-6-yl)ethyl)-2,5-dimethylpiperazin-1-yl)-4-methyl-5-oxo-4,5-dihydro-2H-pyrazolo[4,3-b]pyridin-2-yl)acetonitrile